FC1=CC(=C(C(=O)[O-])C=C1)SCC1=CC=C(C=C1)COC 4-fluoro-2-[(4-methoxy methylphenyl)methylmercapto]benzoate